(7-{[3-(2,3-dichloro-6-fluorophenyl)-1-(prop-2-enoyl)pyrrolidin-3-yl]amino}-1-oxo-3,4-dihydroisoquinolin-2-yl)acetic acid ClC1=C(C(=CC=C1Cl)F)C1(CN(CC1)C(C=C)=O)NC1=CC=C2CCN(C(C2=C1)=O)CC(=O)O